NC1=C(C=C(C=C1O)OC)O 2-amino-5-methoxybenzene-1,3-diol